CNC=1N=C(C(=NC1C1=CC=CC=2N(C=NC21)C)C(=O)N)NC2=CC=C(C=C2)N2CCOCC2 5-(Methylamino)-6-(1-methylbenzimidazol-4-yl)-3-(4-morpholinoanilino)pyrazin-2-carboxamid